CS(=O)C1=NC(=NC=C1)C1(COC1)NC(OC(C)(C)C)=O tert-butyl (3-(4-(methylsulfinyl)pyrimidin-2-yl)oxetan-3-yl)carbamate